[C].C12C=CC(CC1)C2 norbornene carbon